1-allyl-3-vinylimidazolium bromide salt [Br-].C(C=C)N1C=[N+](C=C1)C=C